ethyl 2-((4-(trifluoromethyl)phenyl)amino)benzo[d]oxazole-5-carboxylate (Ethyl 2-((4-(trifluoromethyl)phenyl)amino)benzo[d]oxazole-5-carboxylate) C(C)C1=C(C=CC2=C1N=C(O2)NC2=CC=C(C=C2)C(F)(F)F)C(=O)O.FC(C2=CC=C(C=C2)NC=2OC1=C(N2)C=C(C=C1)C(=O)OCC)(F)F